COC(C1=C(C=O)C=CC=C1)OC 2-(Dimethoxymethyl)benzaldehyde